OCC(CS(=O)(=O)O)O 1,2-dihydroxyl-3-propanesulfonic acid